2,3,4,6-tetra-trimethylsilyl-alpha-D-glucopyranose bromide [Br-].C[Si]([C@@]1([C@@H](O)O[C@@H]([C@]([C@@]1(O)[Si](C)(C)C)(O)[Si](C)(C)C)C(O)[Si](C)(C)C)O)(C)C